(S)-1-chloro-3-(2-chloro-4-(2-(4-((S)-2-hydroxy-3-(4-(hydroxymethyl)-1H-1,2,3-triazol-1-yl)propoxy)phenyl)propan-2-yl)phenoxy)propan-2-ol ClC[C@H](COC1=C(C=C(C=C1)C(C)(C)C1=CC=C(C=C1)OC[C@H](CN1N=NC(=C1)CO)O)Cl)O